4-(5-methoxy-2-methyl-1H-indol-3-yl)-2-(4-methoxyphenyl)thiazole COC=1C=C2C(=C(NC2=CC1)C)C=1N=C(SC1)C1=CC=C(C=C1)OC